C(C)(=O)ON=C(C(=O)C1=CC=C(C=C1)SC1=CC=CC=C1)CC1CCCCC1 1-[4-(phenylthio)phenyl]-3-cyclohexyl-propane-1,2-dione-2-(O-acetyl oxime)